4-[(2S)-3-amino-2-(dimethylamino)propyl]-2,6-difluoro-3-methylbenzamide NC[C@H](CC1=C(C(=C(C(=O)N)C(=C1)F)F)C)N(C)C